C(C)(=O)C1=NN(C2=CC=C(C=C12)C=1C=NC(=NC1)C)CC(=O)N1[C@@H](C[C@H](C1)F)C(=O)NC1=NC(=CC=C1)O (2S,4R)-1-(2-(3-acetyl-5-(2-methylpyrimidin-5-yl)-1H-indazol-1-yl)acetyl)-4-fluoro-N-(6-hydroxypyridin-2-yl)pyrrolidine-2-carboxamide